2-(3-bromo-2-fluoro-phenyl)-N-methoxy-N-methyl-propanamide BrC=1C(=C(C=CC1)C(C(=O)N(C)OC)C)F